5-(difluoromethyl)-2-methyl-3-nitro-benzoic acid FC(C=1C=C(C(=C(C(=O)O)C1)C)[N+](=O)[O-])F